N1(CCNCC1)NC(=O)[O-] Piperazin-Carbamat